ClC1=CC=C(OC=2C=C(OCCNC(OC(C)(C)C)=O)C=C(C2)NC(=O)C2=CC3=C(S2)C=CC(=C3)C(C)(C)S(=O)(=O)C)C=C1 tert-butyl (2-(3-(4-chlorophenoxy)-5-(5-(2-(methylsulfonyl)propan-2-yl)benzo[b]thiophene-2-carboxamido)phenoxy)ethyl)carbamate